2-[2-Chloro-5-(7-morpholin-4-yl-quinazolin-4-yl)-phenyl]-2-(5-methyl-pyrimidin-4-yl)-acetamide ClC1=C(C=C(C=C1)C1=NC=NC2=CC(=CC=C12)N1CCOCC1)C(C(=O)N)C1=NC=NC=C1C